trimethoxy(1,1,2-trimethylpropyl)silane CO[Si](C(C(C)C)(C)C)(OC)OC